C1(=CC=CC=C1)CC(=O)O[C@@H]1[C@](O[C@H](C1)N1C=CC2=C1N=C(N=C2N)Cl)(COC(CC2=CC=CC=C2)=O)C#C (2R,3S,5R)-5-(4-amino-2-chloro-7H-pyrrolo[2,3-d]pyrimidin-7-yl)-2-ethynyl-2-((2-phenylacetoxy)methyl)tetrahydrofuran-3-yl 2-phenylacetate